COC(C(CN1CCC=C(C1)Br)N(C(=O)OC(C)(C)C)C(=O)OC(C)(C)C)=O.C(C)(C)(C)N1CCC(CC1)N1C2=C(N(C(C1=O)=O)C)C=CC(=N2)OC tert-Butyl-4-(6-methoxy-1-methyl-2,3-dioxo-2,3-dihydropyrido[2,3-b]pyrazin-4(1H)-yl)piperidin methyl-2-(bis(tert-butoxycarbonyl)amino)-3-(5-bromo-3,6-dihydropyridin-1(2H)-yl)propanoate